((2S,5R,6S)-6-(3-chlorophenyl)-5-(4-chlorophenyl)-4-((1S)-1-(ethoxycarbonyl)butyl)-3-oxo-2-morpholinyl)acetic acid ClC=1C=C(C=CC1)[C@@H]1O[C@H](C(N([C@@H]1C1=CC=C(C=C1)Cl)[C@@H](CCC)C(=O)OCC)=O)CC(=O)O